5,5'-tetramethylenebis[1-(4-vinylbenzyl)-1H-tetrazole] C(=C)C1=CC=C(CN2N=NN=C2CCCCC2=NN=NN2CC2=CC=C(C=C2)C=C)C=C1